FC1(OC2=C(O1)C=CC(=C2)N(C(=O)C=2C=C(C=CC2)N2N=C(C=1CCC[C@@H](C21)OC=2C=C(C(=O)O)C=CC2)C(F)(F)F)C)F |o1:26| (S) or (R)-3-[[1-[3-[(2,2-difluoro-1,3-benzodioxol-5-yl)-methylcarbamoyl]phenyl]-3-(trifluoromethyl)-4,5,6,7-tetrahydroindazol-7-yl]oxy]benzoic acid